L-2-chlorobenzylamine ClC1=C(CN)C=CC=C1